OC1=C(C=C(C(=O)N(C)C)C=C1)C1=CC2=C(NC(=N2)C)C=C1 4-hydroxy-N,N-dimethyl-3-(2-methyl-1H-benzimidazol-5-yl)benzamide